3,4-dichloro-1H-pyrazolo[3,4-d]pyrimidine ClC1=NNC2=NC=NC(=C21)Cl